C(C)(C)N1C=NC(=C1)C(=O)N1C[C@H]2C([C@H]2C1)C(=O)C=1SC=CC1 (1-isopropyl-1H-imidazol-4-yl)[(1R,5S,6r)-6-(2-thienylcarbonyl)-3-azabicyclo[3.1.0]hex-3-yl]methanone